ClC1=C(C=CC(=C1)F)C1=CC=C(C=C1)OC 2-chloro-4-fluoro-4'-methoxy-1,1'-biphenyl